tert-butyl (3-cyclopropyl-5-(3-methyl-1H-pyrazol-4-yl)pyrazolo[1,5-a]pyrimidin-7-yl)(4-(pyridin-2-yl)benzyl)carbamate C1(CC1)C=1C=NN2C1N=C(C=C2N(C(OC(C)(C)C)=O)CC2=CC=C(C=C2)C2=NC=CC=C2)C=2C(=NNC2)C